(2S,4S)-6-chloro-N-{3-[2-(3,4-difluorophenoxy)acetamido]bicyclo[1.1.1]pentan-1-yl}-4-hydroxy-3,4-dihydro-2H-1-benzopyran-2-carboxamide ClC=1C=CC2=C([C@H](C[C@H](O2)C(=O)NC23CC(C2)(C3)NC(COC3=CC(=C(C=C3)F)F)=O)O)C1